1-(((3S)-1-((3-cyano-1-azetidinyl)sulfonyl)-3-piperidinyl)carbonyl)-N-((1S)-1-(4-fluoro-3-methylphenyl)ethyl)-D-prolinamide C(#N)C1CN(C1)S(=O)(=O)N1C[C@H](CCC1)C(=O)N1[C@H](CCC1)C(=O)N[C@@H](C)C1=CC(=C(C=C1)F)C